C(C1=CC=CC=C1)OC=1C(=CC(=C(C(=O)O)C1)F)C 5-(benzyloxy)-2-fluoro-4-methylbenzoic acid